ClC=1C=C2CN(CC2=CC1)C(=O)C1=CC=C(C=C1)O (5-Chloroisoindolin-2-yl)-(4-hydroxyphenyl)methanone